3-(N-(2-(4-acetylpiperazin-1-yl)-5-(trifluoromethyl)phenyl)sulfamoyl)-4-methoxybenzoic acid C(C)(=O)N1CCN(CC1)C1=C(C=C(C=C1)C(F)(F)F)NS(=O)(=O)C=1C=C(C(=O)O)C=CC1OC